3-iodo-N-((trans-4-(4-methoxy-3-methylphenyl)cyclohexyl)methyl)aniline IC=1C=C(NC[C@@H]2CC[C@H](CC2)C2=CC(=C(C=C2)OC)C)C=CC1